IC=1C=CC=2N(C3=CC=C(C=C3C2C1)I)CCP(O)(O)=O [2-(3,6-diiodo-9H-carbazole-9-yl)ethyl]phosphonic acid